N-(5-((6-((R)-3-(4-chlorophenyl)isoxazolidine-2-yl)pyrimidine-4-yl)amino)-2-(4-((2S,6R)-2,6-dimethylmorpholino)piperidine-1-yl)-4-methoxyphenyl)acrylamide ClC1=CC=C(C=C1)[C@@H]1N(OCC1)C1=CC(=NC=N1)NC=1C(=CC(=C(C1)NC(C=C)=O)N1CCC(CC1)N1C[C@@H](O[C@@H](C1)C)C)OC